(3ar,5R,6s,6ar)-6-azido-5-((R)-2,2-dimethyl-1,3-dioxol-4-yl)-2,2-dimethyltetrahydrofurano[2,3-d][1,3]dioxol N(=[N+]=[N-])[C@H]1[C@@H](O[C@@H]2OC(O[C@@H]21)(C)C)C=2OC(OC2)(C)C